tert-butyl 4-(tert-butyldimethylsilyloxy)-1H-indole-1-carboxylate [Si](C)(C)(C(C)(C)C)OC1=C2C=CN(C2=CC=C1)C(=O)OC(C)(C)C